ClC1=C(C(=CC=C1)Cl)N1N=C(C(=C1)NC1=CC=C(C=C1)N1N=C(C=C1)CC)C(=O)N 1-(2,6-dichlorophenyl)-4-((4-(3-ethyl-1H-pyrazol-1-yl)phenyl)amino)-1H-pyrazole-3-carboxamide